(1-(methoxymethyl)cyclobutyl)methanol COCC1(CCC1)CO